(3,4-dihydroxy-5-nitrophenyl)-(4-methylphenyl)methanone OC=1C=C(C=C(C1O)[N+](=O)[O-])C(=O)C1=CC=C(C=C1)C